C1(CCC1)CN(C(OC(C)(C)C)=O)[C@H]1CN(CCC1)C1=NC=C(C=C1)CN1N=NC(=C1)C1=C2C=NN(C2=CC(=C1)OC)C1OCCCC1 tert-butyl N-(cyclobutylmethyl)-N-[(3R)-1-[5-[[4-(6-methoxy-1-tetrahydropyran-2-yl-indazol-4-yl)triazol-1-yl]methyl]-2-pyridyl]-3-piperidyl]carbamate